(3S)-3-amino-1,7-dimethyl-4,5-dihydro-3H-pyrido[4,3-b]azepine-2,8-dione N[C@H]1CCC=2C(N(C1=O)C)=CC(N(C2)C)=O